(Z)-2-(5-methyl-1H-tetrazol-1-yl)-1-phenylethanone CC1=NN=NN1CC(=O)C1=CC=CC=C1